NC=1C=C(N(N1)C)C(=O)C=1C=C(C#N)C=CC1Cl 3-(5-amino-2-methylpyrazole-3-carbonyl)-4-chlorobenzonitrile